C[C@H]1N(CCOC1)C1=NC2=C(N=CC=C2C(=C1)C=1SC=C(C1)C)C1=CC=NN1 2-[(3R)-3-methylmorpholin-4-yl]-4-(4-methylthiophen-2-yl)-8-(1H-pyrazol-5-yl)-1,7-naphthyridine